benzamide-2,6-d C(C=1C(=CC=CC1[2H])[2H])(=O)N